1-[2-(3-amino-1-piperidyl)-4-(4-fluorophenyl)cyclopentyl]pyrazole NC1CN(CCC1)C1C(CC(C1)C1=CC=C(C=C1)F)N1N=CC=C1